C1(CC(C(CC1)C(=O)O)C(=O)O)C1CC(C(CC1)C(=O)O)C(=O)O 1,1'-bicyclohexane-3,3',4,4'-Tetracarboxylic acid